ClC=1C=C(C=CC1Cl)C=1N=C(SC1SC(C)C)N1N=C(C=C1C(=O)O)C 1-(4-(3,4-dichlorophenyl)-5-(isopropylthio)thiazol-2-yl)-3-methyl-1H-pyrazole-5-carboxylic acid